(R)-1-(2',4'-dioxo-3'-(2-oxo-2-(5H-pyrrolo[3,4-b]pyridin-6(7H)-yl)ethyl)-2,3-dihydrospiro[indene-1,5'-oxazolidine]-5-yl)-3-methylurea O=C1O[C@]2(C(N1CC(N1CC3=NC=CC=C3C1)=O)=O)CCC1=CC(=CC=C12)NC(=O)NC